N1(CCN(CCCN(C1)CC=1C(=C(C=C(C1)C)CNC(CO)CO)O)CC=1C(=C(C=C(C1)C)CNC(CO)CO)O)CC=1C(=C(C=C(C1)C)CNC(CO)CO)O 2,2',2''-{1,4,8-triazonane-1,4,8-triyltris[methylene(2-hydroxy-5-methyl-3,1-phenylene)methyleneazanediyl]}tri(propane-1,3-diol)